FC(OC1=C(C=C(C(=C1)N(C)CCN(C)C)N)NC1=NC=CC(=N1)C1=CNC2=CC=CC=C12)F 5-difluoromethoxy-N1-(2-dimethylaminoethyl)-N4-[4-(1H-indol-3-yl)pyrimidin-2-yl]-N1-methylbenzene-1,2,4-triamine